(R)-tert-butyl (1-hydroxy-3,3-dimethylbutan-2-yl)carbamate OC[C@@H](C(C)(C)C)NC(OC(C)(C)C)=O